N-[4-(4-Chloro-2-{[3-(trifluoromethyl)-1-azetidinyl]carbonyl}phenyl)-6-cyclopropyl-2-pyridyl]-1-cyclopropyl-5-{[(S)-2-methoxypropylamino]methyl}-2-oxo-1,2-dihydronicotinamide ClC1=CC(=C(C=C1)C1=CC(=NC(=C1)C1CC1)NC(C=1C(N(C=C(C1)CNC[C@H](C)OC)C1CC1)=O)=O)C(=O)N1CC(C1)C(F)(F)F